C(C)OC1=CC=CC2=C1OC=1CN(CCC12)CCC1CCC1 3-(2-(8-ethoxy-3,4-dihydrobenzofuro[2,3-c]pyridin-2(1H)-yl)ethyl)cyclobutane